1-(phenylmethyl)piperidine hydrochloride Cl.C1(=CC=CC=C1)CN1CCCCC1